C(C1=CC=CC=C1)OC(=O)O[C@H]1[C@@H](O[C@@]([C@H]1OC(=O)OCC1=CC=CC=C1)(CI)F)N1C(=O)NC(=O)C=C1 2',3'-di-O-benzyloxycarbonyl-5'-deoxy-4'-fluoro-5'-iodouridine